3,5-dichloropyridine-2-ol ClC=1C(=NC=C(C1)Cl)O